Methyl (E)-3-((1S,5R,9R)-5-(3-methoxyphenyl)-2-phenethyl-2-azabicyclo[3.3.1]nonan-9-yl)acrylate COC=1C=C(C=CC1)[C@@]12CCN([C@@H](CCC1)[C@@H]2/C=C/C(=O)OC)CCC2=CC=CC=C2